O[C@@H]1[C@@H](COC1)NC(=O)C=1C(N(N=C(C1)C1=CC=C(C=C1)C(F)(F)F)C=1C=NC=CC1)=O |r| N-[(3RS,4RS)-4-hydroxytetrahydrofuran-3-yl]-3-oxo-2-(pyridin-3-yl)-6-[4-(trifluoromethyl)phenyl]-2,3-dihydropyridazine-4-carboxamide